CNN1C=CC=2C1=NC=C(C2)C#N (methyl)amino-1H-pyrrolo[2,3-b]pyridin-5-carbonitrile